NC(CCCCCCCCCC1=NC(=NC(=N1)S)S)N 6-di-aminodecyl-1,3,5-triazine-2,4-dithiol